[Cu].CC(CC(C)=O)=O.CC(CC(C)=O)=O bis(2,4-pentanedione) copper